C(C)(C)(C)C1N(CCC1N1C(C2=C(C=C(C=C2CC1)C=1C=C(C=2N(C1)C=C(N2)C)C#N)OC)=O)C(=O)O.C(C=C)C(C(C(O)(Br)Br)(CO)CO)(O)Br allyl-tribromopentaerythritol tert-butyl-3-(6-{8-cyano-2-methylimidazo[1,2-a]pyridin-6-yl}-8-methoxy-1-oxo-3,4-dihydroisoquinolin-2-yl)pyrrolidine-1-carboxylate